C[Si](C)(C)C#CC=1C(=CSC1)OCC1=CC=C(CN2CCOCC2)C=C1 4-[4-({4-[(trimethylsilyl)ethynyl]thiophen-3-yloxy}methyl)benzyl]morpholine